N,N-diethyl-1-naphthylamine C(C)N(CC)C1=CC=CC2=CC=CC=C12